FC(C=1C=C(C=NC1)N1CC2(CC2C1)N)(F)F 3-(5-(trifluoromethyl)pyridin-3-yl)-3-azabicyclo[3.1.0]hexan-1-amine